methyl β-naphthyl ether C1=C(C=CC2=CC=CC=C12)OC